(2S,5S,8S,11S)-2,5,8,11-tetrakis(4-methoxybenzyl)-1,4,7,10-tetraazacyclododecane triformate C(=O)O.C(=O)O.C(=O)O.COC1=CC=C(C[C@@H]2NC[C@@H](NC[C@@H](NC[C@@H](NC2)CC2=CC=C(C=C2)OC)CC2=CC=C(C=C2)OC)CC2=CC=C(C=C2)OC)C=C1